methyl 5-(o-tolyl)-2-((2-(trimethylsilyl)ethoxy)methyl)-2H-1,2,3-triazole-4-carboxylate C1(=C(C=CC=C1)C=1C(=NN(N1)COCC[Si](C)(C)C)C(=O)OC)C